P(O[C@H](C)C1=CC=CC=C1)(O[C@H](C)C1=CC=CC=C1)[O-] bis((R)-1-phenylethyl) phosphite